tert-butyl-4-[[2-(5-tert-butyl-2-methoxy-phenyl)acetyl]amino]pyridine-2-carboxamide C(C)(C)(C)C=1C(=NC=CC1NC(CC1=C(C=CC(=C1)C(C)(C)C)OC)=O)C(=O)N